O1COC2=C1C=CC(=C2)C[C@H](N)C2=CC=CC=C2 (S)-2-(benzo[d][1,3]dioxol-5-yl)-1-phenylethan-1-amine